tert-butyl 2-oxo-1,8-diazaspiro[4.5]decane-8-carboxylate O=C1NC2(CC1)CCN(CC2)C(=O)OC(C)(C)C